FC=1C=C(C=C(C1)F)NC(NC1=C(C(=O)NCC)C=CC(=C1)OC(F)(F)F)=O 2-[3-(3,5-difluorophenyl)ureido]-4-trifluoromethoxy-N-ethylbenzamide